C(C)(C)N1C(=NC2=NC=C(C=C21)C2=CNC1=NC=C(C=C12)C1=CC(=NC=C1)N1CCN(CC1)C)C 1-isopropyl-2-methyl-6-(5-(2-(4-methylpiperazin-1-yl)pyridin-4-yl)-1H-pyrrolo[2,3-b]pyridin-3-yl)-1H-imidazo[4,5-b]pyridine